NC1=CC(=C(OC=2C=CN=C3C=C(C=NC23)C(=O)OC)C=C1)F Methyl 8-(4-amino-2-fluorophenoxy)-1,5-naphthyridine-3-carboxylate